COC(=O)C1=CC2=C(N=C(S2)N)C(=C1)F 2-amino-4-fluoro-1,3-benzothiazole-6-carboxylic acid methyl ester